BrC1=CC=CC(=N1)C(=O)NC1=CC(=NN1C1=NC=CC=C1)C1CCN(CC1)C(=O)OC(C)(C)C tert-Butyl 4-(5-(6-bromopicolinamido)-1-(pyridin-2-yl)-1H-pyrazol-3-yl)piperidine-1-carboxylate